3-(1-(5-fluoro-2-methylphenyl)cyclopropyl)-5-(1-methyl-5-(trifluoromethyl)-1H-pyrazol-3-yl)-1,2,4-oxadiazole FC=1C=CC(=C(C1)C1(CC1)C1=NOC(=N1)C1=NN(C(=C1)C(F)(F)F)C)C